3-chloro-1-ethyl-5-(1-hydroxyethyl)-6-(2,4,6-trifluorophenyl)pyridin-2(1H)-one ClC=1C(N(C(=C(C1)C(C)O)C1=C(C=C(C=C1F)F)F)CC)=O